C(C1=CC=CC=C1)OC=1C=C2C(=C(N(C2=CC1)C1=CC(=C(C=C1)F)C)C(C)C)C(C(=O)O)C 2-(5-(benzyloxy)-1-(4-fluoro-3-methylphenyl)-2-isopropyl-1H-indol-3-yl)propanoic acid